4-fluoro-N,4-dimethylpentan-2-amine FC(CC(C)NC)(C)C